N-{[5-(3,3-difluorocyclobutyl)-6-fluoropyridin-2-yl](phenyl)methyl}-4-fluoro-1-[2-(6-oxo-1,6-dihydropyridin-3-yl)acetyl]pyrrolidine-2-carboxamide FC1(CC(C1)C=1C=CC(=NC1F)C(NC(=O)C1N(CC(C1)F)C(CC1=CNC(C=C1)=O)=O)C1=CC=CC=C1)F